(S)-tert-Butyl 4-(4-hydroxyphenyl)-5-oxooxazolidine-3-carboxylate OC1=CC=C(C=C1)[C@@H]1N(COC1=O)C(=O)OC(C)(C)C